ethyl 2-[3-(benzyloxy)-2-(1,3-dioxolan-2-yl)-5-methoxyphenyl]cyclopropane-1-carboxylate C(C1=CC=CC=C1)OC=1C(=C(C=C(C1)OC)C1C(C1)C(=O)OCC)C1OCCO1